N(CCO)CCO.C1(CCCC1)C1=C(C=C(COC2=CC=3C4=C(NC3C=C2)C(CC4)CC(=O)O)C=C1)C(F)(F)F 2-(7-(4-cyclopentyl-3-(trifluoromethyl)benzyloxy)-1,2,3,4-tetrahydrocyclopenta[b]indol-3-yl)acetic acid diethanolamine salt